3-((3-(bromomethyl)phenyl)amino)piperidine-2,6-dione BrCC=1C=C(C=CC1)NC1C(NC(CC1)=O)=O